N6-[(2R)-2-amino-2-phenyl-ethyl]-N4-(3,3-dichlorocyclobutyl)-1-methyl-pyrazolo[3,4-d]pyrimidine-4,6-diamine N[C@@H](CNC1=NC(=C2C(=N1)N(N=C2)C)NC2CC(C2)(Cl)Cl)C2=CC=CC=C2